6,7-dimethoxy-2-methyl-N-[1-[4-[2-[(methylamino)methyl]phenyl]thiophen-2-yl]ethyl]quinazolin-4-amine COC=1C=C2C(=NC(=NC2=CC1OC)C)NC(C)C=1SC=C(C1)C1=C(C=CC=C1)CNC